S1C2=C(C=C1)C(=CC=C2)N2CCN(CC2)CCCCOC2=CC=C1C=CC(N(C1=C2)C(=O)OCCCCCCCCCCCCCCCCCC)=O octadecyl 7-(4-(4-(benzo[b]thiophen-4-yl)piperazin-1-yl)butoxy)-2-oxoquinoline-1(2H)-carboxylate